COC[C@@H]1N(CCN(C1)C(C1=CC=CC=C1)(C1=CC=CC=C1)C1=CC=CC=C1)C1=NC(=NC=2CC3(CCC12)CCCC1=CC=C(C=C13)O)OC[C@H]1NCCC1 4'-((R)-2-(methoxymethyl)-4-tritylpiperazin-1-yl)-2'-(((S)-pyrrolidin-2-yl)methoxy)-3,4,5',8'-tetrahydro-2H,6'H-spiro[naphthalene-1,7'-quinazolin]-7-ol